CN1CC(OCC1)C=1C=CC(=NC1)N 5-(4-Methylmorpholin-2-yl)pyridin-2-amine